4,4-bis(benzoxazol-2-yl)naphthalene O1C(=NC2=C1C=CC=C2)C2(CC=CC1=CC=CC=C21)C=2OC1=C(N2)C=CC=C1